5-(3-(Difluoromethoxy)-4-fluorophenyl)-2-fluoropyridin FC(OC=1C=C(C=CC1F)C=1C=CC(=NC1)F)F